2-(Trimethylsilyl)ethyl (S)-4-(5-((tert-butoxycarbonyl)amino)-4-(2-(hydroxymethyl)piperidine-1-carbonyl)-2-methoxyphenoxy)butanoate C(C)(C)(C)OC(=O)NC=1C(=CC(=C(OCCCC(=O)OCC[Si](C)(C)C)C1)OC)C(=O)N1[C@@H](CCCC1)CO